ClC1=CC(=C(C=C1)C1=NN2C(C(N(C(C2)C)C(=O)[O-])C)=C1I)F 2-(4-chloro-2-fluorophenyl)-3-iodo-4,6-dimethyl-6,7-dihydropyrazolo[1,5-a]pyrazine-5(4H)-carboxylate